N-(2,5-dimethoxyphenyl)-6-methoxy-3,4-dihydroquinoxaline-1(2H)-carboxamide COC1=C(C=C(C=C1)OC)NC(=O)N1CCNC2=CC(=CC=C12)OC